C(=O)O.CC1(CC2(C(CC1)O2)CC21C(CCCC2)O1)C 4-epoxy-6-methylcyclohexylmethyl-3,4-epoxy-6-methylcyclohexane formate